O=C(CCCC(=O)OCCCCC(CCCCCCCC)CCCCCCCC)CCCCCCC 5-Octyltridecyl 5-Oxododecanoate